(R)-N-(6-(1-Methyl-1H-pyrazol-4-yl)isoquinolin-3-yl)-1-oxotetrahydro-1H-pyrrolo[1,2-c]imidazole-2(3H)-carboxamide CN1N=CC(=C1)C=1C=C2C=C(N=CC2=CC1)NC(=O)N1CN2[C@@H](C1=O)CCC2